N-((1R,2S)-2-Acrylamidocyclopentyl)-4-oxo-5-(5-(pyridazin-3-yloxy)pyridin-2-yl)-4,5-dihydro-3H-1-thia-3,5,8-triazaacenaphthylene-2-carboxamide C(C=C)(=O)N[C@@H]1[C@@H](CCC1)NC(=O)C=1SC=2N=CC=C3N(C(NC1C23)=O)C2=NC=C(C=C2)OC=2N=NC=CC2